(4-(2-oxa-6-azaspiro[3.3]heptane-6-carbonyl)phenyl)boronic Acid C1OCC12CN(C2)C(=O)C2=CC=C(C=C2)B(O)O